3-[(4-bromophenyl)methylene]-1-(3-fluoropropyl)pyrrolidine BrC1=CC=C(C=C1)C=C1CN(CC1)CCCF